C(C)OC1=NC(=CC2=CN=C(C=C12)N[C@@H]1CNCCC1)C#N (S)-1-ethoxy-7-(piperidin-3-ylamino)-2,6-naphthyridine-3-carbonitrile